COC(C(CCOC)N1OCN(OC1)C1=C(C=CC(=C1)Cl)N1N=NC(=C1)Cl)=O 2-(4-(5-Chloro-2-(4-chloro-1H-1,2,3-triazol-1-yl)phenyl)-2,5-dioxapiperazin-1-yl)-4-methoxybutyric acid methyl ester